O1CCC=2C1=C1C(=CNC1=CC2)CCN(C)C 2-(3,6-dihydro-2H-furo[2,3-e]indol-8-yl)-N,N-dimethylethan-1-amine